C1C=CC2=C(S1)C=CC3=CC=CC=C32 thiaphenanthrene